N-tert-Butoxycarbonyl-7-fluoro-2-(2,4-difluorophenyl)-4-(tert-butyldimethylsiloxy)-1,2-dihydroquinoline-5-carboxylic acid methyl ester COC(=O)C=1C=2C(=CC(N(C2C=C(C1)F)C(=O)OC(C)(C)C)C1=C(C=C(C=C1)F)F)O[Si](C)(C)C(C)(C)C